FC1=C2C=CC(=CC2=CC=C1F)N 5,6-difluoronaphthalen-2-amine